(5s,7s)-2-[(2,2-difluorocyclopropyl)methyl]-7-fluoro-5-phenyl-6,7-dihydro-5H-pyrrolo[1,2-b][1,2,4]triazole FC1(C(C1)CC=1N=C2N(N1)[C@@H](C[C@@H]2F)C2=CC=CC=C2)F